4-(1-methyl-1H-pyrazole-yl)-N-((3S,4S)-4-(3,4-difluorophenyl)piperidin-3-yl)-2,3,6-trifluorobenzamide CN1N=C(C=C1)C1=C(C(=C(C(=O)N[C@@H]2CNCC[C@H]2C2=CC(=C(C=C2)F)F)C(=C1)F)F)F